[Na+].S(=O)(=O)(OCCCCCCCCCCCC)[O-] monododecyl sulfate, sodium salt